[2-(acryloyloxy)ethyl](dimethylammonio)acetate C(C=C)(=O)OCCOC(C[NH+](C)C)=O